4-amino-1-(tetrahydro-2H-pyran-2-yl)-1H-pyrazole-3-carboxylic acid methyl ester COC(=O)C1=NN(C=C1N)C1OCCCC1